NC1=CC=CC(=N1)N1CCC(CC1)C(C(=O)OC)(C)C methyl 2-(1-(6-Aminopyridin-2-yl) piperidin-4-yl)-2-methylpropionate